6-(3-methyl-1H-pyrrolo[2,3-b]pyridin-5-yl)-8-(pyrrolidin-2-yl)-3,4-dihydroisoquinolin-2(1H)-methanone CC1=CNC2=NC=C(C=C21)C=2C=C1CCN(CC1=C(C2)C2NCCC2)C=O